CN(CCN1C(CN(CC1)C(=O)OC(C)(C)C)=O)C tert-butyl 4-(2-(dimethylamino) ethyl)-3-oxopiperazine-1-carboxylate